C[Si](C#CC=C(C)C)(C)C trimethyl(4-methyl-3-penten-1-ynyl)silane